1-(4-(benzylamino)-7-(1-(2,2,2-trifluoroethyl)pyrrolidin-3-yl)pyrrolo[2,1-f][1,2,4]triazin-2-yl)-2-methyl-1H-indole-4-carboxamide C(C1=CC=CC=C1)NC1=NC(=NN2C1=CC=C2C2CN(CC2)CC(F)(F)F)N2C(=CC=1C(=CC=CC21)C(=O)N)C